(1-(3-(methylsulfonyl)phenyl)-1H-indol-5-yl)acrylamide CS(=O)(=O)C=1C=C(C=CC1)N1C=CC2=CC(=CC=C12)C(C(=O)N)=C